(methoxycarbonyl)phenyl-boronic acid COC(=O)C1=C(C=CC=C1)B(O)O